C(C)(C)(C)OC(=O)N1CCC=2C=NC(=CC21)C(=O)O 1-tert-butoxycarbonyl-2,3-dihydropyrrolo[3,2-c]pyridine-6-carboxylic acid